2-(4-fluorophenyl)-5-methyl-3-(4,4,5,5-tetramethyl-1,3,2-dioxaborolan-2-yl)-4,5,6,7-tetrahydropyrazolo[1,5-a]pyrazine FC1=CC=C(C=C1)C1=NN2C(CN(CC2)C)=C1B1OC(C(O1)(C)C)(C)C